O=C(C(=O)O)CCC(=O)O.C(CO)=O glycolaldehyde 2-oxoglutarate